2-[[7-[5-(1-cyano-2-naphthyl)-1-methyl-pyrazol-4-yl]-5-ethyl-4-oxo-3H-phthalazin-1-yl]methylcarbamoyl]benzoic acid C(#N)C1=C(C=CC2=CC=CC=C12)C1=C(C=NN1C)C1=CC(=C2C(NN=C(C2=C1)CNC(=O)C1=C(C(=O)O)C=CC=C1)=O)CC